8-Dodecen-1-ol acetate C(C)(=O)OCCCCCCCC=CCCC